C=1N=CN2C1C1=CC=CC=C1[C@@H]2C2C1(CC1)CC2O 4-((S)-5H-imidazo[5,1-a]isoindol-5-yl)spiro[2.3]hexan-5-ol